BrC1=CC(=CC(=N1)N1C[C@@H](N([C@@H](C1)C)C(=O)OC(C)(C)C)C)F tert-butyl (2S,6R)-4-(6-bromo-4-fluoropyridin-2-yl)-2,6-dimethylpiperazine-1-carboxylate